(R)-4-(2-chloro-7-((3-fluoroazetidin-1-yl)methyl)thieno[3,2-d]Pyrimidin-4-yl)-3-methylmorpholine ClC=1N=C(C2=C(N1)C(=CS2)CN2CC(C2)F)N2[C@@H](COCC2)C